2-bromo-2-methyl-1-(3-methyl-1H-indol-1-yl)propan-1-one BrC(C(=O)N1C=C(C2=CC=CC=C12)C)(C)C